N-[(E)-N'-[(Z)-C-[6-(4-chlorophenyl)-5-phenyl-4,5-dihydro-3H-pyridazin-2-yl]-N-[[4-(trifluoromethyl)-1-piperidyl]sulfonyl]carbonimidoyl]carbamimidoyl]acetamide ClC1=CC=C(C=C1)C=1C(CCN(N1)\C(=N/S(=O)(=O)N1CCC(CC1)C(F)(F)F)\N=C(/N)\NC(C)=O)C1=CC=CC=C1